1,1,3,3-tetraethyl-thiourea C(C)N(C(=S)N(CC)CC)CC